Cl.Cl.FC1=C(C=CC(=C1)[C@@H]1NC[C@H](C1)O)C=1N=C2SC3=C(N2C1)C=CC(=C3)C(=O)NC3CCN(CC3)C (2-fluoro-4-((trans)-4-hydroxypyrrolidin-2-yl)phenyl)-N-(1-methylpiperidin-4-yl)benzo[d]imidazo[2,1-b]thiazole-7-carboxamide dihydrochloride